ClC1=C(NC2=C(NC3=C2C(NCC3)=O)C3=CC(=NC=C3)NC(CC3=CC=C(C=C3)F)=O)C=CC=C1 N-{4-[3-(2-Chloroanilino)-4-oxo-4,5,6,7-tetrahydro-1H-pyrrolo[3,2-c]pyridin-2-yl]pyridin-2-yl}-2-(4-fluorophenyl)acetamid